C(#C)C1=C2C(=CC(=CC2=CC=C1F)O)C1=C(C=2N=C(N=C(C2C=N1)N1CC2(CNC2)CCC1)O[C@@H](C)[C@H]1N(CCC1)C)F 5-ethynyl-6-fluoro-4-(8-fluoro-2-((S)-1-((S)-1-methylpyrrolidin-2-yl)ethoxy)-4-(2,6-diazaspiro[3.5]nonan-6-yl)pyrido[4,3-d]pyrimidin-7-yl)naphthalen-2-ol